C1(CCC(N1OC(=O)OCCS(=O)(=O)CCOC(=O)ON1C(CCC1=O)=O)=O)=O Bis(2-(succinimidooxycarbonyloxy)ethyl)sulfone